5-(2-fluoro-6-hydroxy-3-((1-(hydroxymethyl)cyclopropyl)ethynyl)phenyl)-1,2,5-thiadiazolidin-3-one 1,1-dioxide FC1=C(C(=CC=C1C#CC1(CC1)CO)O)N1CC(NS1(=O)=O)=O